C1(=CC=CC2=CC=CC=C12)N1C(C=CC1=O)=O 1-naphthalenyl-1H-pyrrole-2,5-dione